N-[4-[[3-(4-methoxyphenyl)imidazo[1,2-a]pyrazin-8-yl]amino]phenyl]acetamide COC1=CC=C(C=C1)C1=CN=C2N1C=CN=C2NC2=CC=C(C=C2)NC(C)=O